N-(β-aminoethyl)-γ-aminopropylmethyldimethoxysilane NCCNCCC[Si](OC)(OC)C